BrC=1C=C(SC1C)C 4-bromo-2,5-dimethylthiophene